13-methyl-6,7,13,14-tetrahydro-1,15-ethenopyrazolo[4,3-f][1,4,8,10]benzothiatriazacyclotridecin-4(5H)-one CC1NC2=NC3=C(C(NCCSC4=C1C=CC=C4)=O)C=NN3C=C2